5-chloro-8-(5-(trifluoromethyl)pyridin-2-yl)-1,6-naphthyridine ClC1=C2C=CC=NC2=C(C=N1)C1=NC=C(C=C1)C(F)(F)F